N-hydroxy-4-(2-(5-p-ethylphenyl-1H-indol-3-yl)acetamido)benzamide ONC(C1=CC=C(C=C1)NC(CC1=CNC2=CC=C(C=C12)C1=CC=C(C=C1)CC)=O)=O